BrC1=CC=C(C=2OC3=C(C21)C=CC=C3)I 1-bromo-4-iododibenzo[b,d]furan